NC1=C(C(=NC=2N1CCN2)N2CCC1([C@@H]([C@@H](OC1)C)N)CC2)C2(CC2)C2=CC=CC=C2 (3S,4S)-8-(5-amino-6-(1-phenylcyclopropyl)-2,3-dihydroimidazo[1,2-a]pyrimidin-7-yl)-3-methyl-2-oxa-8-azaspiro[4.5]decan-4-amine